(S)-4-(9H-purin-6-yl)-N-(pyrrolidin-3-ylmethyl)-3,4-dihydro-2H-1,4-thiazine-6-carboxamide hydrochloride Cl.N1=CN=C2NC=NC2=C1N1CCSC(=C1)C(=O)NC[C@@H]1CNCC1